C1(=CC(=CC=C1)CC(CNS(=O)(=O)C)N1C(C=CC=C1)=O)C1=CC=CC=C1 N-(3-{[1,1'-biphenyl]-3-yl}-2-(2-oxo-1,2-dihydropyridin-1-yl)propyl)methanesulfonamide